ClC1=C(C(=CC=C1)F)C1=NOC(=C1C1=NC=CC=N1)C=1C=NN(C1C(F)(F)F)C1CC(C1)(O)C (1R,3S)-3-{4-[3-(2-chloro-6-fluorophenyl)-4-(pyrimidin-2-yl)-1,2-oxazol-5-yl]-5-(trifluoromethyl)-1H-pyrazol-1-yl}-1-methylcyclobutan-1-ol